CC1=CC(=NC=C1OC1=CC(=C2C(=N1)N(C=N2)C)NC2=NC=C(C=C2)C(C(F)(F)F)O)C#N 4-Methyl-5-[3-methyl-7-[[5-(2,2,2-trifluoro-1-hydroxy-ethyl)-2-pyridyl]amino]imidazo[4,5-b]pyridin-5-yl]oxypyridine-2-carbonitrile